N-[2-(3,3-difluoropyrrolidin-1-yl)-4-(5-fluoro-2-pyridyl)-3-pyridyl]-2-isopropyl-pyrimidine-5-carboxamide FC1(CN(CC1)C1=NC=CC(=C1NC(=O)C=1C=NC(=NC1)C(C)C)C1=NC=C(C=C1)F)F